C(C)OC(C(F)(F)C1=CC=C2C(=NN(C2=C1)CC1=C(C=CC=C1C)C#N)C)=O [1-(2-cyano-6-methylbenzyl)-3-methyl-1H-indazol-6-yl]difluoroacetic acid ethyl ester